(2-Chlorophenyl)(cyclopropyl)methanol ClC1=C(C=CC=C1)C(O)C1CC1